C(C)(C)(C)OC([C@H](CC1=CC=C(C=C1)N1C(CN(CC1)C1COCC1)=O)NC(=O)OCC1=CC=CC=2C3=CC=CC=C3CC12)=O (S)-2-((fluorenylmethoxycarbonyl)amino)-3-(4-(4-(tetrahydrofuran-3-yl)-2-oxopiperazin-1-yl)phenyl)propanoic acid tert-butyl ester